(rac)-2,2-difluoro-N-(4-5H,6H,7H,8H-imidazo[1,5-a]pyridin-8-ylphenyl)-2-(pyridin-3-yl)acetamide FC(C(=O)NC1=CC=C(C=C1)[C@@H]1C=2N(CCC1)C=NC2)(C=2C=NC=CC2)F |r|